benzyl 4-[5-[7-chloro-8-fluoro-2-[(2R)-2-methyl-3-morpholino-propoxy]pyrido[4,3-d]pyrimidin-4-yl]-4,6,7,8-tetrahydropyrazolo[1,5-a][1,4]diazepine-2-carbonyl]piperazine-1-carboxylate ClC1=C(C=2N=C(N=C(C2C=N1)N1CC=2N(CCC1)N=C(C2)C(=O)N2CCN(CC2)C(=O)OCC2=CC=CC=C2)OC[C@@H](CN2CCOCC2)C)F